COC1=CC=C(CNC(C(C)N2C(=NC(=C2)[N+](=O)[O-])C(=O)OCC)=O)C=C1 ethyl 1-(1-((4-methoxybenzyl)amino)-1-oxopropan-2-yl)-4-nitro-1H-imidazole-2-carboxylate